(4R)-4-[[[(5SR)-3-(3-fluorophenyl)-5-methyl-4H-1,2-oxazol-5-yl]carbonyl]amino]cyclopenten FC=1C=C(C=CC1)C1=NO[C@](C1)(C)C(=O)NC1CC=CC1 |r|